(R)-3-Chloro-N-(1-(6,7-difluoro-1-oxo-1,2-dihydroisoquinolin-4-yl)ethyl)-4-fluoro-N-methylbenzamide ClC=1C=C(C(=O)N(C)[C@H](C)C2=CNC(C3=CC(=C(C=C23)F)F)=O)C=CC1F